(S)-2-(4-(6-((4-cyano-2-fluorobenzyl)oxy)pyridin-2-yl)-2-fluorobenzyl)-1-((1-methylazetidin-2-yl)methyl)-1H-benzo[d]imidazole-6-carboxylic acid C(#N)C1=CC(=C(COC2=CC=CC(=N2)C2=CC(=C(CC3=NC4=C(N3C[C@H]3N(CC3)C)C=C(C=C4)C(=O)O)C=C2)F)C=C1)F